CC\C=C/CCCCCCCCCCCCC (Z)-heptadec-3-ene